C(C)(C)(C)OC(=O)N1CC2(CC2)C[C@H]1C(=O)O (S)-5-(tert-butoxycarbonyl)-5-azaspiro[2.4]Heptane-6-carboxylic acid